3-(((7-(1H-Pyrazol-4-yl)-2,3-dihydrofuro[3,2-c]pyridin-4-yl)amino)methyl)-N-(3,3-difluorocyclobutyl)benzamid N1N=CC(=C1)C=1C2=C(C(=NC1)NCC=1C=C(C(=O)NC3CC(C3)(F)F)C=CC1)CCO2